(M)-6-Chloro-7-(3-chlorophenyl)-4-[(2S,5R)-2,5-dimethyl-4-prop-2-enoyl-piperazin-1-yl]-1-(2-isopropyl-4-methyl-3-pyridyl)pyrido[2,3-d]pyrimidin-2-one ClC1=CC2=C(N(C(N=C2N2[C@H](CN([C@@H](C2)C)C(C=C)=O)C)=O)C=2C(=NC=CC2C)C(C)C)N=C1C1=CC(=CC=C1)Cl